S(=O)(=O)(O)O.CN1C=NC=C1 N-methyl-imidazole hydrogen sulfate